ClC=1C(=CC(=C(C(=O)NC=2C=NNC(C2)=O)C1)OC1=C(C=C(C=C1)F)C([2H])([2H])[2H])C(F)(F)F 5-Chloro-2-(4-fluoro-2-(methyl-d3)phenoxy)-N-(6-oxo-1,6-dihydropyridazin-4-yl)-4-(trifluoromethyl)benzamide